OP(=O)(O)[O-] The molecule is a monovalent inorganic anion that consists of phosphoric acid in which one of the three OH groups has been deprotonated. It is a monovalent inorganic anion and a phosphate ion. It is a conjugate base of a phosphoric acid. It is a conjugate acid of a hydrogenphosphate.